6-bromo-N-(5-ethynylpyridin-2-yl)picolinamide BrC1=CC=CC(=N1)C(=O)NC1=NC=C(C=C1)C#C